4-Fluoromethyl-4-hydroxy-piperidine-1-carboxylic acid [7-methoxy-4-(1-methyl-1H-pyrazol-4-yl)-1H-benzoimidazol-2-yl]-amide COC1=CC=C(C2=C1NC(=N2)NC(=O)N2CCC(CC2)(O)CF)C=2C=NN(C2)C